NC1=C(C=CC(=C1)NCC1=CC=C(C=C1)[N+](=O)[O-])NC(CCCCCCC)=O N-(2-amino-4-((4-nitrobenzyl)amino)phenyl)octanamide